CC(CO)CC(CC=C(C)C)C 2,4,7-trimethyl-6-octen-1-ol